[Cl-].C(CCCCCCCCCCCCCCC)NC1=NC(=NC(=N1)OCC[Si](OCC)(OCC)OCC)[N+]1(CCCC1)C 1-(4-(hexadecylamino)-6-(2-(triethoxysilyl)ethoxy)-1,3,5-triazin-2-yl)-1-methylpyrrolidin-1-ium chloride